(3R)-1-phenylpiperidin-3-amine hydrochloride Cl.C1(=CC=CC=C1)N1C[C@@H](CCC1)N